CC1=CC=2N(N=C1N1CC=3C=C(C=NC3CC1)C=1C=NC(=CC1C)C(F)(F)F)C(C=CN2)=O 8-methyl-7-(3-(4-methyl-6-(trifluoromethyl)pyridin-3-yl)-7,8-dihydro-1,6-naphthyridin-6(5H)-yl)-4H-pyrimido[1,2-b]pyridazin-4-one